C1(CCCC1)N1OC(=CC2=C1N=C(N=C2)SC)C#N 8-cyclopentyl-2-(methylthio)-7-oxa-7,8-dihydropyrido[2,3-d]pyrimidine-6-carbonitrile